NC1=NC(=C(C(=N1)Cl)C=O)C 2-AMINO-4-CHLORO-6-METHYL-PYRIMIDINE-5-CARBALDEHYDE